FC(O[C@H]1C[C@H](C1)C1=CC(=NO1)C12CC(C1)(C2)NC(OC(C)(C)C)=O)(F)F tert-butyl (3-(5-(cis-3-(trifluoromethoxy)cyclobutyl)isoxazol-3-yl)bicyclo[1.1.1]pentan-1-yl)carbamate